(R)-N-monosulfonyl-2,2'-diamino-1,1'-binaphthyl-diamine S(=O)(=O)=N[C@@]1(C(=C2C=CC=CC2=CC1N)C1=C(C=CC2=CC=CC=C12)N)N